NC=1C=C(COC2=NC=3C[C@@H](CCC3C(=N2)N2CCN(CC2)C(C=C)=O)N2CCC3=CC=CC=C23)C=CC1 (R)-1-(4-(2-((3-Aminobenzyl)oxy)-7-(indolin-1-yl)-5,6,7,8-tetrahydroquinazolin-4-yl)piperazin-1-yl)prop-2-en-1-one